ClC1=CC(=C(C=N1)CO)NCC (6-chloro-4-(ethylamino)pyridin-3-yl)methanol